tert-Butyl 6-chloro-3-[[(1R)-1-(2-ethylsulfinyl-3,6-dimethyl-4-oxo-chromen-8-yl)ethyl]amino]pyridine-2-carboxylate ClC1=CC=C(C(=N1)C(=O)OC(C)(C)C)N[C@H](C)C=1C=C(C=C2C(C(=C(OC12)S(=O)CC)C)=O)C